pentaerythritol tetrakis[beta-(3,5-di-tertiary butyl-4-hydroxyphenyl) propionate] C(C)(C)(C)C=1C=C(C=C(C1O)C(C)(C)C)CCC(=O)OCC(COC(CCC1=CC(=C(C(=C1)C(C)(C)C)O)C(C)(C)C)=O)(COC(CCC1=CC(=C(C(=C1)C(C)(C)C)O)C(C)(C)C)=O)COC(CCC1=CC(=C(C(=C1)C(C)(C)C)O)C(C)(C)C)=O